NCCNCCC[SiH2]OC N-(2-aminoethyl)-3-aminopropylmethoxysilane